N[C@H]1[C@H](COC1)O (3R,4R)-4-aminooxolan-3-ol